4-amino-N-(2-methoxyethyl)-8-(4-methoxy-3-pyridinyl)-2-oxo-1H-quinoline-3-carboxamide NC1=C(C(NC2=C(C=CC=C12)C=1C=NC=CC1OC)=O)C(=O)NCCOC